[O-][Al]=O.[O-][Al]=O.[Ca+2] Monocalcium aluminate